CN(C(CN1N=C(C(=C1)NC(=O)C=1C=NN2C1N=CC=C2)N2CC(CCC2)C(F)(F)F)=O)C N-(1-(2-(dimethylamino)-2-oxoethyl)-3-(3-(trifluoromethyl)piperidin-1-yl)-1H-pyrazol-4-yl)pyrazolo[1,5-a]pyrimidine-3-carboxamide